methyl (S)-2-(4-(trifluoromethyl)phenoxy)propanoate FC(C1=CC=C(O[C@H](C(=O)OC)C)C=C1)(F)F